[Pd](Cl)Cl.C1(=CC=CC=C1)P phenyl(phosphine) palladium chloride